COC(=O)C1=CC=C(C=2OCOC21)Br 7-Bromobenzo[d][1,3]dioxolane-4-carboxylic acid methyl ester